C(C1=CC=CC=C1)(=O)N1[C@H](CN(CC1)CC=1C(=C(NC2=NN=C(O2)C#N)C=C(C1)Cl)C)C 5-[3-[[(3S)-4-benzoyl-3-methyl-piperazin-1-yl]methyl]-5-chloro-2-methyl-anilino]-1,3,4-oxadiazole-2-carbonitrile